triallyl-n-pentylammonium C(C=C)[N+](CCCCC)(CC=C)CC=C